4-Methyl-4-(N-(prop-2-yn-1-yl)acetamido)piperidine-1-carboxylic acid tert-butyl ester C(C)(C)(C)OC(=O)N1CCC(CC1)(N(C(C)=O)CC#C)C